O=C1CN(CCN1)C1=CC=C(C=C1)NC1=NC2=C(C=CC=C2C=N1)C=1C=C(C=CC1)NC(C=C)=O N-(3-(2-((4-(3-oxopiperazin-1-yl)phenyl)amino)quinazolin-8-yl)phenyl)acrylamide